P(O[SiH2]CCF)(O[SiH2]CCF)O[SiH2]CCF tris(2-fluoroethylsilyl) phosphite